ethyl 4-fluoro-2-methyl-5-((4-methylthiazol-5-yl)methoxy)benzofuran-3-carboxylate FC1=C(C=CC2=C1C(=C(O2)C)C(=O)OCC)OCC2=C(N=CS2)C